tert-butyl (S)-4-(3-hydroxypropyl)-2,2-dimethylpyrrolidine-1-carboxylate OCCC[C@H]1CC(N(C1)C(=O)OC(C)(C)C)(C)C